(S)-4-(3-(benzyloxy)-2-((tert-butoxycarbonyl)amino)-3-oxopropyl)phenyl 2-(3,5-dichlorophenyl)benzo[d]oxazole-6-carboxylate ClC=1C=C(C=C(C1)Cl)C=1OC2=C(N1)C=CC(=C2)C(=O)OC2=CC=C(C=C2)C[C@@H](C(=O)OCC2=CC=CC=C2)NC(=O)OC(C)(C)C